C1(=CC=CC=C1)[C@H]1COC2=C(CN1C(C(F)(F)F)=O)C=CC(=C2)C#N (S)-3-phenyl-4-(2,2,2-trifluoroacetyl)-2,3,4,5-tetrahydrobenzo[f][1,4]oxazepine-8-carbonitrile